3,5-Dichloro-6'-(trifluoromethyl)-[2,3'-bipyridine]-6-carboxylic acid ClC=1C(=NC(=C(C1)Cl)C(=O)O)C=1C=NC(=CC1)C(F)(F)F